NC1=C(C(=NN1C1CC(C1)(C)O)C1=CC=C2C=CC(=NC2=C1)C1=C(C=CC=C1)F)C#N 5-amino-3-(2-(2-fluorophenyl)quinolin-7-yl)-1-((1s,3s)-3-hydroxy-3-methylcyclobutyl)-1H-pyrazole-4-carbonitrile